CC1([C@]2(C(CC1CC2)=O)CS(=O)(=O)O)C.FC=2C=C1C(=CC=NC1=CC2)C2CCC(CC2)=O 4-(6-fluoroquinolin-4-yl)cyclohexan-1-one ((1R)-7,7-dimethyl-2-oxobicyclo[2.2.1]heptan-1-yl)methanesulfonate